(S)-1-(2-((1-((3-chloro-2-fluorobenzyl)amino)-1-oxoprop-2-yl)amino)-2-oxoethyl)-1H-indazole-3-carboxamide ClC=1C(=C(CNC([C@H](C)NC(CN2N=C(C3=CC=CC=C23)C(=O)N)=O)=O)C=CC1)F